FC1(CC(C1)NC1=NC(=NC(=N1)NC1CC(C1)(F)F)C1=NC(=NC=C1)C(F)(F)F)F N2,N4-bis(3,3-difluorocyclobutyl)-6-(2-(trifluoromethyl)pyrimidin-4-yl)-1,3,5-triazine-2,4-diamine